NC(CC)N1CCN(CC1)N 1,4-diaminopropylpiperazine